[Si](C)(C)(C(C)(C)C)OCCCOC=1C=C(C=CC1OC)C=1C=CC=NC1 5-(3-(3-((tert-butyl-dimethylsilyl)oxy)propoxy)-4-methoxyphenyl)pyridine